S1C=NC2=C1C=CC(=C2)[C@@H]2N(C[C@H](CC2)C)C(C(=O)NC=2C1=C(C=NC2)C=NN1COCC[Si](C)(C)C)=O 2-[(2R,5S)-2-(1,3-Benzothiazol-5-yl)-5-methyl-1-piperidyl]-2-oxo-N-[1-(2-trimethylsilylethoxymethyl)pyrazolo[4,3-c]pyridin-7-yl]acetamide